tert-butyl N-(5-amino-3-bromo-6-iodopyridin-2-yl)-N-[(tert-butoxy)carbonyl]carbamate NC=1C=C(C(=NC1I)N(C(OC(C)(C)C)=O)C(=O)OC(C)(C)C)Br